1'-methylspiro[cyclopropane-1,3'-indoline]-5'-amine hydrochloride Cl.CN1CC2(C3=CC(=CC=C13)N)CC2